2-azaspiro[4.4]nonane C1NCCC12CCCC2